COC(=O)C1=C(N=CN(C1=O)C1=C(C=C(C=C1Cl)F)Br)N(CC1=CC=C(C=C1)OC)CC1=CC=C(C=C1)OC.[Fe](Cl)Cl Iron(II) Chloride methyl-4-(bis(4-methoxybenzyl)amino)-1-(2-bromo-6-chloro-4-fluorophenyl)-6-oxo-1,6-dihydropyrimidine-5-carboxylate